3-[[trans-4-(aminomethyl)cyclohexyl]methyl]-2-butyl-4-propan-2-yloxyimidazo[4,5-d]pyridazin-7-amine dihydrochloride Cl.Cl.NC[C@@H]1CC[C@H](CC1)CN1C(=NC2=C(N=NC(=C21)OC(C)C)N)CCCC